C(C)(C)(C)C1=CC=C(C=C1)C=1C=2N(C=C(N1)NC(C=C)=O)C=CN2 N-(8-(4-(tert-Butyl)phenyl)imidazo[1,2-a]pyrazin-6-yl)acrylamide